C(C=C)(=O)OCCCCCCCCCCCO[C@H]1[C@@H](CC[C@H](C1)C)C(C)C 11-[(1R,2S,5R)-2-isopropyl-5-methyl-cyclohexoxy]undecyl prop-2-enoate